3-(((benzyloxy)carbonyl)amino)bicyclo[1.1.1]pentan-1-yl (S)-1-(4-fluorophenyl)-3,4-dihydroisoquinoline-2(1H)-carboxylate FC1=CC=C(C=C1)[C@@H]1N(CCC2=CC=CC=C12)C(=O)OC12CC(C1)(C2)NC(=O)OCC2=CC=CC=C2